FC(C1=NN=C(O1)C=1C=CC(=NC1)CN1C(N(C2=C1C=CC(=C2)C2=C(C=CC=C2)F)C2CCN(CC2)C)=O)F 1-((5-(5-(difluoromethyl)-1,3,4-oxadiazole-2-yl)pyridine-2-yl)methyl)-5-(2-fluorophenyl)-3-(1-methylpiperidine-4-yl)-1,3-dihydro-2H-benzo[d]imidazole-2-one